N,N-dimethyl-2-(4-((4-methyl-6-(8-methyl-[1,2,4]triazolo[1,5-a]pyridin-6-yl)-1H-indazol-3-yl)oxy)piperidin-1-yl)acetamide CN(C(CN1CCC(CC1)OC1=NNC2=CC(=CC(=C12)C)C=1C=C(C=2N(C1)N=CN2)C)=O)C